2-[4-chloro-5-(2-hydroxyethyl)-6-oxo-pyridazin-1-yl]acetic acid ClC=1C=NN(C(C1CCO)=O)CC(=O)O